BrC1=C(C=C2C(=NC(=NC2=C1F)OCC1(CC1)CO[Si](C)(C)C(C)(C)C)N1CC2CCC(C1)N2C(=O)OC(C)(C)C)F tert-butyl 3-(7-bromo-2-((1-(((tert-butyldimethylsilyl)oxy) methyl)cyclopropyl)methoxy)-6,8-difluoroquinazolin-4-yl)-3,8-diazabicyclo[3.2.1]octane-8-carboxylate